S(=O)(=O)(O)[O-].[NH4+] ammonium hydrogen sulphate salt